8-hydroxy-5-{2-hydroxy-1-[2-(4-benzoylaminophenyl)-ethylamino]ethyl}-(1H)-quinolin-2-one hydrochloride Cl.OC=1C=CC(=C2C=CC(NC12)=O)C(CO)NCCC1=CC=C(C=C1)NC(C1=CC=CC=C1)=O